C1=CC(=C(C=2C=CC=3SC=4C=CC=CC4CC3C21)C(=O)O)C(=O)O Benzothioxanthene-3,4-dicarboxylic acid